(E)-6-methoxy-N-(3-(2-(methylamino)-2-oxoethyl)benzyl)-5-(2-(4-(trifluoromethyl)cyclohexyl)vinyl)nicotinamide COC1=NC=C(C(=O)NCC2=CC(=CC=C2)CC(=O)NC)C=C1\C=C\C1CCC(CC1)C(F)(F)F